4-(1-(4-chlorophenyl)ethyl)-6-methyl-7-oxo-6,7-dihydro-1H-pyrrolo[2,3-c]pyridine-2-carboxylic acid ClC1=CC=C(C=C1)C(C)C=1C2=C(C(N(C1)C)=O)NC(=C2)C(=O)O